BrC1=CC=C(C=C1)C1CCCC1.[Ar] argon 1-Bromo-4-cyclopentylbenzene